NC1=CC=C(C(=C1C(=O)N1[C@@H](CCCC1)C=1C=NN(C1)C)F)C=1C=C2C(=NC1)NCC21CCC(CC1)O (6-Amino-2-fluoro-3-((1r,4r)-4-hydroxy-1',2'-dihydrospiro[cyclohexane-1,3'-pyrrolo[2,3-b]pyridin]-5'-yl)phenyl)((S)-2-(1-methyl-1H-pyrazol-4-yl)piperidin-1-yl)methanone